ClC1=C(C=C(C=C1)C1=CN(C2=NC(=CC=C21)C(=O)N2C(CN(CC2)C2=NC(=C(C(=O)O)C(=C2)C)C)(C)C)C)F 6-(4-(3-(4-chloro-3-fluorophenyl)-1-methyl-1H-pyrrolo[2,3-b]pyridine-6-carbonyl)-3,3-dimethylpiperazin-1-yl)-2,4-dimethylnicotinic acid